dodecenate C(C=CCCCCCCCCC)(=O)[O-]